[As].[As].[As].[As].C1(CC1)C1=CC(=C(C=C1)NC1=CC(=NC=C1C(=O)NOCC)NC1=NC=C(C(=C1)C)F)NS(=O)(=O)C 4-((4-cyclopropyl-2-(N-methylsulphonylamino)phenyl)amino)-N-ethoxy-6-((5-fluoro-4-methylpyridin-2-yl)amino)nicotinamide tetraarsenic